2-[6-[[1-(trifluoromethyl)cyclopropyl]methoxy]-2-azaspiro[3.3]heptane-2-carbonyl]-7-oxa-2,5-diazaspiro[3.4]octan-6-one FC(C1(CC1)COC1CC2(CN(C2)C(=O)N2CC3(C2)NC(OC3)=O)C1)(F)F